(E)-4-(((4-((2-(aminomethyl)-3-fluoroallyl)oxy)phenyl)sulfonyl)methyl)-1-isopropylpyridin-2(1H)-one NC/C(/COC1=CC=C(C=C1)S(=O)(=O)CC1=CC(N(C=C1)C(C)C)=O)=C\F